BrC1=CC(=C(CNC(OC(C)(C)C)=O)C=C1)OC tert-butyl (4-bromo-2-methoxybenzyl)carbamate